NC=1C(=NC=CC1)N[C@H]1C[C@H](C1)O cis-3-[(3-amino-2-pyridyl)amino]cyclobutanol